CC1C(C(CCC1)(C)C)O 2,6,6-trimethylcyclohexane-1-ol